6-fluoro-1-tosyl-1H-indole-4-carbaldehyde FC=1C=C(C=2C=CN(C2C1)S(=O)(=O)C1=CC=C(C)C=C1)C=O